C1(=CC=CC=C1)[C@H](C(=O)O)C |r| (±)-2-phenylpropionic acid